2,4,6-trichloro-[1,3,5]triazine ClC1=NC(=NC(=N1)Cl)Cl